(6-(cyclopropylmethoxy)pyridazin-3-yl)-2-((7s,3R)-4,4-difluoro-3-(6-oxo-1,6-dihydropyridin-3-yl)cyclohexyl)propanamide C1(CC1)COC1=CC=C(N=N1)C(C(=O)N)(C)C1C[C@@H](C(CC1)(F)F)C1=CNC(C=C1)=O